FC=1C=C(C=C2NC(C(=NC12)C)=O)CN1[C@@H]2CN([C@H](C1)C2)C=2C(=NC(=CC2)C)C(=O)NC ((1S,4S)-5-((8-fluoro-2-methyl-3-oxo-3,4-dihydroquinoxalin-6-yl)methyl)-2,5-diazabicyclo[2.2.1]heptan-2-yl)-N,6-dimethylpyridineamide